(Z)-1-(2-fluoro-4-(1-(5-(trifluoromethyl)pyridin-2-yl)-1H-1,2,4-triazol-3-yl)phenyl)-3-(3-(2-(1-methoxyethyl)-5-methylphenyl)-4-oxothiazolidin-2-ylidene)urea FC1=C(C=CC(=C1)C1=NN(C=N1)C1=NC=C(C=C1)C(F)(F)F)NC(=O)\N=C\1/SCC(N1C1=C(C=CC(=C1)C)C(C)OC)=O